C(C)CS(=O)(=O)OC1C(C1)(F)F (2,2-difluorocyclopropyl) ethylmethanesulfonate